N-(3-pyridylmethyl)pyridine-3-carboxamide N1=CC(=CC=C1)CNC(=O)C=1C=NC=CC1